N1C=CC2=C(C=CC=C12)C1=NC=2C3=CC(=CN=C3OC2C(=N1)N1CCOCC1)CN1[C@@H]2CO[C@H](C1)C2 4-(1H-indol-4-yl)-6-(morpholin-4-yl)-12-[(1S,4S)-2-oxa-5-azabicyclo[2.2.1]Hept-5-ylmethyl]-8-oxa-3,5,10-triazatricyclo[7.4.0.02,7]Tridec-1(13),2(7),3,5,9,11-hexaene